FCCCN1C[C@H](CC1)OC1=CC=C(C=C1)C1=C(CCCC2=C1C=CC(=C2)O)C2=CC=C(C=C2)S(=O)(=O)C(F)(F)F 5-[4-[(3S)-1-(3-fluoropropyl)pyrrolidin-3-yl]oxyphenyl]-6-[4-(trifluoro-methylsulfonyl)phenyl]-8,9-dihydro-7H-benzo[7]annulen-2-ol